O1C(OCC1)C=1C=C(C(=O)OC)C=CC1NS(=O)(=O)C methyl 3-(1,3-dioxolan-2-yl)-4-(methylsulfonamido)benzoate